OCC(C1=NC=CC=C1)NC(=O)C=1C=NC2=C(C=C(C=C2C1)OC)C1=CC=C(C=C1)C(F)(F)F N-[2-hydroxy-1-(2-pyridyl)ethyl]-6-methoxy-8-[4-(trifluoromethyl)phenyl]quinoline-3-carboxamide